BrC=1C=C(C(=NC1)OC)C 5-bromo-2-methoxy-3-methylpyridine